(2R)-4-[[5-(2-chloro-6-methyl-4-pyridinyl)-4-(3-cyanophenyl)thiazol-2-yl]carbamoyl]piperazine-2-carboxylic acid methyl ester COC(=O)[C@@H]1NCCN(C1)C(NC=1SC(=C(N1)C1=CC(=CC=C1)C#N)C1=CC(=NC(=C1)C)Cl)=O